(R)-N-(5-(5-ethyl-1,2,4-oxadiazol-3-yl)-2,3-dihydro-1H-inden-1-yl)-2-methyloxazole-5-carboxamide C(C)C1=NC(=NO1)C=1C=C2CC[C@H](C2=CC1)NC(=O)C1=CN=C(O1)C